ClC1=CC(=C2C=NNC2=C1)C1[C@@H]2CN(C[C@H]12)S(=O)(=O)C (1R,5S,6r)-6-(6-chloro-1H-indazol-4-yl)-3-(methylsulfonyl)-3-azabicyclo[3.1.0]Hexan